OC1=CC=C(C=C1)CC(=O)N[C@H]1[C@H]2SC([C@@H](N2C1=O)C(=O)O)(C)C (2S,5R,6R)-6-[[(4-hydroxyphenyl)acetyl]amino]-3,3-dimethyl-7-oxo-4-thia-1-azabicyclo[3.2.0]heptane-2-carboxylic acid